O1COC2=C1C=CC(=C2)C=2N=C(NC2C2=NC(=CC=C2)C)C21CCC(CC2)(CC1)C(=O)N 4-[4-(1,3-benzodioxol-5-yl)-5-(6-Methyl-2-pyridyl)-1H-imidazol-2-yl]-bicyclo[2.2.2]octane-1-carboxamide